ethyl 1-(2-oxoethyl)pyrazole-4-carboxylate trifluoroacetate FC(C(=O)O)(F)F.O=CCN1N=CC(=C1)C(=O)OCC